2-(3-(4-(2-(4-bromophenyl)propan-2-yl)thiazol-2-yl)ureido)ethanesulfonamide BrC1=CC=C(C=C1)C(C)(C)C=1N=C(SC1)NC(NCCS(=O)(=O)N)=O